(1S,4S,5R)-5-[[4-cyclopropyl-1-(2,6-difluorophenyl)-1H-pyrazol-5-yl]methoxy]-2-azabicyclo[2.2.1]heptane-2-carboxylic acid benzyl ester C(C1=CC=CC=C1)OC(=O)N1[C@@H]2C[C@H]([C@H](C1)C2)OCC2=C(C=NN2C2=C(C=CC=C2F)F)C2CC2